4-((1R,3r)-3-(6-((2S,6R)-2,6-dimethylmorpholino)pyridin-2-yl)cyclobutyl)pyridin-2-amine C[C@@H]1O[C@@H](CN(C1)C1=CC=CC(=N1)C1CC(C1)C1=CC(=NC=C1)N)C